4-{6-[(4-cyano-2-fluorobenzyl)oxy]pyridin-2-yl}piperidin C(#N)C1=CC(=C(COC2=CC=CC(=N2)C2CCNCC2)C=C1)F